OCC(C(=O)N)(NC(=O)C=1N(N=C2C=CC(=CC12)OCC1CCOCC1)C)C 3-hydroxy-2-methyl-2-({2-methyl-5-[(oxan-4-yl)methoxy]-2H-indazol-3-yl}formamido)propanamide